[Na].[K].[Pb] lead potassium sodium